(R)-1-(4-(4-((2-fluoro-3-methyl-4-((1-methyl-1H-benzo[d][1,2,3]triazol-5-yl)oxy)phenyl)amino)pyrido[3,2-d]pyrimidin-6-yl)-2-methylpiperazin-1-yl)prop-2-en-1-one FC1=C(C=CC(=C1C)OC1=CC2=C(N(N=N2)C)C=C1)NC=1C2=C(N=CN1)C=CC(=N2)N2C[C@H](N(CC2)C(C=C)=O)C